ClC=1C(=C(C=CC1Cl)NC=1C2=C(N=CN1)C=C(C(=N2)[C@@H]2CN(CCC2)C(C=C)=O)OC)F (S)-1-(3-(4-((3,4-dichloro-2-fluorophenyl)amino)-7-methoxypyrido[3,2-d]pyrimidin-6-yl)piperidin-1-yl)prop-2-en-1-one